(R)-4'-((1-(3-(1,1-difluoro-2-hydroxyethyl)-2-fluorophenyl)ethyl)amino)-2',8'-dimethylspiro[cyclopropane-1,6'-pyrrolo[3,2-g]quinazoline]-7'(8'H)-one FC(CO)(F)C=1C(=C(C=CC1)[C@@H](C)NC1=NC(=NC2=CC3=C(C=C12)C1(C(N3C)=O)CC1)C)F